C(C)(C)(C)OC1=CC(=C(C=C1)C=1C=C2CC([C@H](C2=CC1F)NC(O[C@@H]1CN2CCC1CC2)=O)(C)C)Cl (S)-quinuclidin-3-yl ((R)-5-(4-(tert-butoxy)-2-chlorophenyl)-6-fluoro-2,2-dimethyl-2,3-dihydro-1H-inden-1-yl)carbamate